C12(CC(C1)C2)C2=NC1=C(N2C(C)C)C=C(C=C1F)C1=NC(=NC=C1Cl)N[C@@H]1C[C@H]2CO[C@@H]([C@H]1O)O2 (1S,3R,4S,5R)-3-((4-(2-(bicyclo[1.1.1]pentan-1-yl)-4-fluoro-1-isopropyl-1H-benzo[d]imidazol-6-yl)-5-chloropyrimidin-2-yl)amino)-6,8-dioxabicyclo[3.2.1]octan-4-ol